6-bromo-3-ethyl-7-fluoroquinazolin-4(3H)-one BrC=1C=C2C(N(C=NC2=CC1F)CC)=O